C(C1=CC=CC=C1)OC(C=CC=1C(=C2C(NC(NC2=C(C1C1=NC(=CC(=C1C(F)(F)F)C)N(CC1=CC=C(C=C1)OC)CC1=CC=C(C=C1)OC)F)=O)=O)F)=O Benzyl-3-(7-(6-(bis(4-methoxybenzyl)amino)-4-methyl-3-(trifluoromethyl)pyridin-2-yl)-5,8-difluoro-2,4-dioxo-1,2,3,4-tetrahydroquinazolin-6-yl)acrylate